ClC=1C2=CN(N=C2C=CC1SC=1C=2N(C(=NC1)N1CCC3([C@@H](C=4N(N=CC4)C3)N)CC1)C=CN2)C (S)-1-(8-((4-chloro-2-methyl-2H-indazol-5-yl)thio)imidazo[1,2-c]pyrimidin-5-yl)-4'H,6'H-spiro[piperidin-4,5'-pyrrolo[1,2-b]pyrazol]-4'-amine